C(C(C)C)C1=CC=C2CC(C(C2=C1)=O)(C(=O)OC)C methyl 6-isobutyl-2-methyl-1-oxo-2,3-dihydro-1H-indene-2-carboxylate